7-(1-Benzylpiperidin-3-yl)-2-(thiophen-2-yl)pyrazolo[1,5-a]pyrimidine C(C1=CC=CC=C1)N1CC(CCC1)C1=CC=NC=2N1N=C(C2)C=2SC=CC2